ClC1=C(C=C(C=2C3=C(NC12)C(CNC(C3)=O)CC(=O)OCC)C3=NN(N=C3)C)Cl Ethyl 2-(7,8-dichloro-10-(2-methyl-2H-1,2,3-triazol-4-yl)-2-oxo-1,2,3,4,5,6-hexahydroazepino[4,5-b]indol-5-yl)acetate